OC1=NC(=NC=C1)C(F)(F)F 4-hydroxy-2-trifluoromethyl-pyrimidine